2'-chloro-N-{5-[(3R)-3-hydroxypyrrolidin-1-yl]-[1,3]thiazolo[5,4-d]pyrimidin-2-yl}-5'-methoxy-6-methyl-[4,4'-bipyridine]-3-carboxamide ClC1=NC=C(C(=C1)C1=C(C=NC(=C1)C)C(=O)NC=1SC=2N=C(N=CC2N1)N1C[C@@H](CC1)O)OC